methyl 4-amino-1-(4-aminophenyl)-7-bromo-8-fluoro-2-oxo-1,2-dihydroquinoline-3-carboxylate NC1=C(C(N(C2=C(C(=CC=C12)Br)F)C1=CC=C(C=C1)N)=O)C(=O)OC